C(C1=CC=CC=C1)OC1=CC=C2C(=C(COC2=C1)C1=CC(=CC=C1)OC)C1=CC=C(C=C1)N1CCC(CC1)C(OC)OC 1-(4-(7-(benzyloxy)-3-(3-methoxyphenyl)-2H-chromen-4-yl)phenyl)-4-(dimethoxymethyl)piperidine